4-[5-(2-cyclopentylsulfanyl-3-pyridyl)indolin-1-yl]butanoic acid C1(CCCC1)SC1=NC=CC=C1C=1C=C2CCN(C2=CC1)CCCC(=O)O